FC=1C=C(C2=C(CCO2)C1)S(=O)(=O)Cl 5-fluoro-2,3-dihydrobenzofuran-7-sulfonyl chloride